C(C)(C)(C)C1=CC=C(C=C1)C1=CC=C(C=C1)C1=C(NC2=CC(=C(C=C2C1=O)Cl)OC)C 3-(4'-(Tert-butyl)-[1,1'-biphenyl]-4-yl)-6-chloro-7-methoxy-2-methylquinolin-4(1H)-one